2-(1-pyrimidin-4-ylazetidin-3-yl)acetic acid N1=CN=C(C=C1)N1CC(C1)CC(=O)O